C(#N)C(CN1C(C2=CC=CC(=C2C1)C=1C=C2C(=CN1)N(N=C2C)C(=O)OC(C)(C)C)=O)=C tert-butyl 5-[2-(2-cyanoallyl)-1-oxo-isoindolin-4-yl]-3-methyl-pyrazolo[3,4-c]pyridine-1-carboxylate